BrC=1C=C2C(C(=CN(C2=NC1)C1CC1)C(=O)OC(C)(C)C)=O tert-butyl 6-bromo-1-cyclopropyl-4-oxo-1,4-dihydro-1,8-NAPHTHYRIDINE-3-carboxylate